5H-pyrrolo[2,3-b]pyrazine-6-formaldehyde N1=C2C(=NC=C1)NC(=C2)C=O